4-((R)-2-Azidopentan-2-yl)-6-chloro-1-(((2R,4R)-4-(methylsulfonyl)pentan-2-yl)oxy)-2,7-naphthyridine N(=[N+]=[N-])[C@](C)(CCC)C1=CN=C(C2=CN=C(C=C12)Cl)O[C@H](C)C[C@@H](C)S(=O)(=O)C